5-chloropyrazolo[1,5-c]pyrimidin ClC1=CC=2N(C=N1)N=CC2